Cl.C(C)(C)OC([C@H](CC)N)=O.FC(C1=CC(=NN1C1=NC(=CC=C1C(C)O)C=1C=NN2C1C=CC(=C2)OC=2N=NC(=CC2)C)C(=O)N)F 5-(difluoromethyl)-1-[3-(1-hydroxyethyl)-6-[6-(6-methylpyridazin-3-yl)oxypyrazolo[1,5-a]pyridin-3-yl]pyridin-2-yl]pyrazole-3-carboxamide (2S)-isopropyl-2-aminobutanoate hydrochloride